thiocyanatosaccharin S(C#N)N1S(=O)(=O)C2=CC=CC=C2C1=O